Cl.FC1=C2C(NC(=NC2=CC(=C1)OCC1CCN(CC1)CCN1CCNCC1)CSC1CCOCC1)=O 5-fluoro-7-((1-(2-(piperazin-1-yl)ethyl)piperidin-4-yl)methoxy)-2-(((tetrahydro-2H-pyran-4-yl)thio)methyl)quinazolin-4(3H)-one hydrochloride